4-(4-(((1-(dimethylamino)cyclobutyl)methyl)amino)-8-fluoro-2-(((2R,7aS)-2-fluorotetrahydro-1H-pyrrolizin-7a(5H)-yl)methoxy)pyrido[4,3-d]pyrimidin-7-yl)-5-ethynylnaphthalen-2-ol CN(C1(CCC1)CNC=1C2=C(N=C(N1)OC[C@]13CCCN3C[C@@H](C1)F)C(=C(N=C2)C2=CC(=CC1=CC=CC(=C21)C#C)O)F)C